C1(C(C=NC=2C3=C(C=CC12)C1=CC=CC=C1C=C3)=O)=O Naphthochinolindion